C1(CC1)[C@H]1OC2=C(CN(C1)CC1=CC=C(C=C1)OC)N=C(C=C2)O (2R)-2-cyclopropyl-4-(4-methoxybenzyl)-2,3,4,5-tetrahydropyrido[2,3-f][1,4]oxazepin-7-ol